2-bromo-6-(heptafluoroisopropyloxy)-4-methylpyridin BrC1=NC(=CC(=C1)C)OC(C(F)(F)F)(C(F)(F)F)F